C1(CC1)C1=NOC(=N1)C1=NN(C(C=C1)=O)CC(=O)NCC 2-[3-(3-cyclopropyl-1,2,4-oxadiazol-5-yl)-6-oxo-1,6-dihydropyridazin-1-yl]-N-ethyl-acetamide